(1S,3S)-4'-Chloro-5'-(2-fluoro-3-(3-oxomorpholino)phenyl)-3-methyl-1',2'-dihydrospiro[cyclopentane-1,3'-pyrrolo[2,3-b]pyridine]-3-carboxamide ClC1=C2C(=NC=C1C1=C(C(=CC=C1)N1C(COCC1)=O)F)NC[C@@]21C[C@](CC1)(C(=O)N)C